n-((1r,4r)-4-aminocyclohexyl)-5-chloro-1H-indole-2-carboxamide C1CC(CCC1N)NC(=O)C2=CC3=C(N2)C=CC(=C3)Cl